FC(OC1=CC=C(C(=O)N2CCCCC2)C=C1)(F)F 1-(4-(trifluoromethoxy)benzoyl)piperidin